S-(2-(4-methylcyclohex-3-en-1-yl)propan-2-yl)cysteine CC1=CCC(CC1)C(C)(C)SC[C@H](N)C(=O)O